CC1=CC=C(C=C1)S(=O)[O-].[Na+] sodium p-toluenesulfinate salt